2-(4,5-Dichloro-6-oxopyridazin-1(6H)-yl)-N-(4-methyl-3-(N-(pyridin-3-ylmethyl)sulfamoyl)phenyl)acetamide ClC=1C=NN(C(C1Cl)=O)CC(=O)NC1=CC(=C(C=C1)C)S(NCC=1C=NC=CC1)(=O)=O